3-[2-[2-[2-[4-[[[2-(2,6-dioxo-3-piperidyl)-1,3-dioxo-isoindolin-4-yl]amino]methyl]triazol-1-yl]ethoxy]ethoxy]ethoxy]propanoic acid trifluoroacetate FC(C(=O)O)(F)F.O=C1NC(CCC1N1C(C2=CC=CC(=C2C1=O)NCC=1N=NN(C1)CCOCCOCCOCCC(=O)O)=O)=O